C[C@H]1CNCCOC1 (S)-6-methyl-1,4-oxazepan